tert-butyl 3-(2-(cyclopropylamino)ethyl)azetidine-1-carboxylate C1(CC1)NCCC1CN(C1)C(=O)OC(C)(C)C